1-(2-((2,5-Bis(trifluoromethyl)pyrazolo[1,5-a]pyrimidin-7-yl)amino)-1-(4-fluorophenyl)ethyl)-N-(methyl-d3)azetidine-3-carboxamide FC(C1=NN2C(N=C(C=C2NCC(C2=CC=C(C=C2)F)N2CC(C2)C(=O)NC([2H])([2H])[2H])C(F)(F)F)=C1)(F)F